(E)-4,4-dimethyl-pent-2-enoic acid ethyl ester C(C)OC(\C=C\C(C)(C)C)=O